N-(4-(4-methylpiperazin-1-yl)pyridin-2-yl)-5-(pyridin-4-yl)thiazolo[5,4-b]pyridin-2-amine CN1CCN(CC1)C1=CC(=NC=C1)NC=1SC2=NC(=CC=C2N1)C1=CC=NC=C1